trimethyl-[2-[[4-(trifluoromethyl)imidazol-1-yl]methoxy]ethyl]silane C[Si](CCOCN1C=NC(=C1)C(F)(F)F)(C)C